tert-Butyl 3-hydroxy-2,2-dimethylpyrrolidine-1-carboxylate OC1C(N(CC1)C(=O)OC(C)(C)C)(C)C